CN1N=NC(=C1C)N1CCCCC1 1-(1,5-dimethyl-1H-1,2,3-triazol-4-yl)piperidin